N[C@H](C(=O)O)CC1=CNC2=NC=C(C=C21)Cl (S)-2-amino-3-(5-chloro-1H-pyrrolo[2,3-b]pyridin-3-yl)propanoic acid